5-amino-1-(tert-butyl)-1H-pyrazole-4-carboxylic acid NC1=C(C=NN1C(C)(C)C)C(=O)O